2-(5-Methoxy-1H-indol-2-yl)acetonitrile COC=1C=C2C=C(NC2=CC1)CC#N